4-((4-chloro-5-fluoro-2-(N-methyl-methanesulfonamido)-phenyl)amino)-N-ethoxy-6-((2-methoxypyrimidin-4-yl)-amino)nicotinamide ClC1=CC(=C(C=C1F)NC1=CC(=NC=C1C(=O)NOCC)NC1=NC(=NC=C1)OC)N(S(=O)(=O)C)C